C([C@@H]1[C@H]([C@@H]([C@H]([C@H](O1)O[C@H]2[C@@H]([C@H]([C@@H](O[C@H]2C(=O)O)O)OS(=O)(=O)O)O)NS(=O)(=O)O)O)O)OS(=O)(=O)O The molecule is a heparin disaccharide that is 2-O-sulfo-alpha-L-idopyranuronic acid in which the hydroxy group at position 4 has been glycosylated by 2-N,6-O-disulfo-alpha-D-glucosamine. Sequence: GlcNS6S-IdoA2S. It is a heparin disaccharide, an amino disaccharide and an oligosaccharide sulfate.